ethyl-1H-indole-1-carboxylate C(C)OC(=O)N1C=CC2=CC=CC=C12